[bis(trifluoromethanesulfonyl)amino]methyldichlorosilane FC(S(=O)(=O)N(S(=O)(=O)C(F)(F)F)C[SiH](Cl)Cl)(F)F